C(#N)C1=CC(=C(COC2=CC=CC(=N2)C2=C(C(=C(CC3=NC4=C(N3[C@@H]3COCC3(C)C)C=C(C=C4F)C(=O)O)C(=C2)F)F)F)C=C1)F (S)-2-(4-(6-((4-cyano-2-fluorobenzyl)oxy)pyridin-2-yl)-2,3,6-trifluorobenzyl)-1-(4,4-dimethyltetrahydrofuran-3-yl)-4-fluoro-1H-benzo[d]imidazole-6-carboxylic acid